C(C)(=O)OC1=C(C=C(C(=O)O[C@H]2[C@H](OC3=CC(=CC(=C3C2)O)O)C2=CC=CC=C2)C=C1)CC=C(C)C (2R,3R)-5,7-dihydroxy-2-phenylchroman-3-yl 4-acetoxy-3-(3-methylbut-2-en-1-yl)benzoate